C(CC)C1COC=2C(O1)=CSC2 2-Propyl-2,3-dihydro-thieno[3,4-b][1,4]dioxine